(S)-4-(1-(2-Chloro-4-(((tetrahydro-2H-pyran-3-yl)amino)methyl)phenyl)-1H-pyrazol-4-yl)-2-((1-(methylsulfonyl)piperidin-4-yl)amino)pyrimidine-5-carbonitrile ClC1=C(C=CC(=C1)CN[C@@H]1COCCC1)N1N=CC(=C1)C1=NC(=NC=C1C#N)NC1CCN(CC1)S(=O)(=O)C